CC1=CC=C(C(=O)OC2=CC(=CC(=C2)C=NC(CC2=CC=C(C=C2)OC(C(C)C)=O)C(COC)=O)Cl)C=C1 3-chloro-5-((1-(4-(isobutyryloxy)phenyl)-4-methoxy-3-oxobutan-2-ylimino)methyl)phenyl 4-methylbenzoate